NC1=C(N=C(S1)N)C=1N=CSC1 diamino-4,4'-bithiazole